C(#N)C1=CC=C(C=C1)C1=CC=C(C=C1)OCC1(CN(CC1)C1(COC1)C1=CC=C(C=C1)OC)C#N 3-(((4'-cyano-[1,1'-biphenyl]-4-yl)oxy)methyl)-1-(3-(4-methoxyphenyl)oxetan-3-yl)pyrrolidine-3-carbonitrile